ClC=1N=C(C2=C(N1)C=CN=C2)Cl 2,4-dichloropyrido[4,3-d]pyrimidine